2-[2-(aminomethyl)-3,3-difluoro-allyl]-7-[6-(trifluoromethyl)-3-pyridyl]-[1,2,4]triazolo[4,3-a]pyridin-3-one NCC(CN1N=C2N(C=CC(=C2)C=2C=NC(=CC2)C(F)(F)F)C1=O)=C(F)F